ClC1=C(C=C2C=C(N=CC2=C1)NC(=O)[C@H]1[C@@H]([C@H]1C1=NC=CC=C1)C)C1CCN(CC1)[C@]1(COC[C@H]1O)C (1S,2R,3R)-N-(7-chloro-6-(1-((3S,4S)-4-hydroxy-3-methyltetrahydrofuran-3-yl)piperidin-4-yl)isoquinolin-3-yl)-2-methyl-3-(pyridin-2-yl)cyclopropane-1-carboxamide